BrC1=NN(C(=C1)C(=O)NC=1C(=CC=2N(C1C(=O)NC(C)C1CC1)N=CC2)C)C2=NC=CC=C2Cl 6-(3-Bromo-1-(3-chloropyridin-2-yl)-1H-pyrazol-5-carboxamido)-N-(1-cyclopropylethyl)-5-methylpyrazolo[1,5-a]pyridin-7-carboxamid